C1=CC2=CC(=CN=C2N=C1)C(=O)NN Naphthyridine-3-carbohydrazide